COC=1C=C(CCC2=NC=3N(C(N(C(C3N2)=O)CC#C)=O)CCCCP(OCC)(OCC)=O)C=CC1 Diethyl (4-(8-(3-methoxyphenethyl)-2,6-dioxo-1-(prop-2-yn-1-yl)-1,2,6,7-tetrahydro-3H-purin-3-yl)butyl)phosphonate